tert-butyl (2R)-2-[[(3-iodopyridin-2-yl)oxy]methyl]pyrrolidine-1-carboxylate IC=1C(=NC=CC1)OC[C@@H]1N(CCC1)C(=O)OC(C)(C)C